N-(3-(6-((2,6-Dioxopiperidin-3-yl)amino)pyrazin-2-yl)prop-2-yn-1-yl)-5-(8-(7-isopropyl-1,3-dimethyl-2-oxo-2,3-dihydro-1H-benzo[d]imidazol-5-yl)isoquinolin-3-yl)picolinamide O=C1NC(CCC1NC1=CN=CC(=N1)C#CCNC(C1=NC=C(C=C1)C=1N=CC2=C(C=CC=C2C1)C1=CC2=C(N(C(N2C)=O)C)C(=C1)C(C)C)=O)=O